1-[(8aS)-4-Chloro-6-fluoro-5-(2-fluoro-6-hydroxyphenyl)-8a,9,11,12-tetrahydropyrazino[2',1':3,4][1,4]oxazepino[5,6,7-de]quinazolin-10(8H)-yl]prop-2-en-1-one ClC1=C(C(=C2C3=C(N=CN=C13)N1[C@H](CO2)CN(CC1)C(C=C)=O)F)C1=C(C=CC=C1O)F